N-(3-(N-(3-(2,6-dioxopiperidin-3-yl)phenyl)sulfamoyl)phenyl)-4-methylbenzamide O=C1NC(CCC1C=1C=C(C=CC1)NS(=O)(=O)C=1C=C(C=CC1)NC(C1=CC=C(C=C1)C)=O)=O